Benzoylformat C(C1=CC=CC=C1)(=O)C(=O)[O-]